N-methyl-2,2-difluoro-1,3-benzodioxole-5-carboxamido-2-fluorobenzimidoyl bromide CN=C(C1=C(C(=CC=C1)NC(=O)C1=CC2=C(OC(O2)(F)F)C=C1)F)Br